2-(2,6-dioxo-3-piperidyl)-4-(piperazin-1-yl)isoindoline-1,3-dione O=C1NC(CCC1N1C(C2=CC=CC(=C2C1=O)N1CCNCC1)=O)=O